(2R,3S,4S)-2-(hydroxymethyl)-4-methoxytetrahydrofuran-3-ol OC[C@H]1OC[C@@H]([C@@H]1O)OC